FC=1C=C2C(C(NCC2=CC1)=O)([2H])[2H] 6-fluoro-1,4-dihydroisoquinolin-3(2H)-one-4,4-d2